tert-Butyl-(R,E)-2-(2-(N-((1,2,3,5,6,7-hexahydro-s-indacen-4-yl)carbamoyl)sulfamoyl)vinyl)-2-methylpyrrolidin-1-carboxylat C(C)(C)(C)OC(=O)N1[C@@](CCC1)(C)\C=C\S(NC(NC1=C2CCCC2=CC=2CCCC12)=O)(=O)=O